2-(dicyclohexylphosphino)-2',4',6'-tri-i-propyl-1,1-biphenyl C1(CCCCC1)P(C1=C(C=CC=C1)C1=C(C=C(C=C1C(C)C)C(C)C)C(C)C)C1CCCCC1